3-(8-(4-acetylphenyl)-2-(4-((2-morpholinoethyl)amino)phenyl)imidazo[1,2-a]pyridin-6-yl)benzonitrile C(C)(=O)C1=CC=C(C=C1)C=1C=2N(C=C(C1)C=1C=C(C#N)C=CC1)C=C(N2)C2=CC=C(C=C2)NCCN2CCOCC2